FC=1C=C2CC(COC2=CC1)C(=O)C1=CN(C2=CC(=CC=C12)C=1C(=NNC1)OC)CCO (6-Fluorochroman-3-yl)(1-(2-hydroxyethyl)-6-(3-methoxy-1H-pyrazol-4-yl)-1H-indol-3-yl)methanone